C1(=CC=CC=C1)CCC=1NC2=C(N1)C=CC=C2 2-(2-Phenylethyl)benzimidazole